aminobenzimidazolebisamine NC1=C(C2=C(N=C(N2)N)C=C1)N